C(C)(C)(C)OC(CC[C@@H](C(=O)N)N1C(C2=CC=C(C=C2C1)C1=NC(=CC(=C1C#N)C(F)F)N)=O)=O (S)-5-amino-4-(5-(6-amino-3-cyano-4-(difluoromethyl)pyridin-2-yl)-1-oxoisoindolin-2-yl)-5-oxopentanoic acid tert-butyl ester